FC=1C(=C2N=CC=NC2=C(C1)F)COC=1C(=CC(=C(C1)N1C(NC=2C(C1=O)=C(SC2)C(=O)O)=O)F)OC 3-{5-[(6,8-difluoroquinoxalin-5-yl)methoxy]-2-fluoro-4-methoxyphenyl}-2,4-dioxo-1H-thieno[3,4-d]pyrimidine-5-carboxylic acid